CC1CCC(C(C1)=O)C(C)(SC(CC(C1C(C=CCC1(C)C)C)=O)C)C 5-Methyl-2-[1-methyl-1-[1-methyl-3-oxo-3-(2,6,6-trimethylcyclohex-3-en-1-yl)propyl]sulfanyl-ethyl]cyclohexanone